naphthyl-coumarin C1(=CC=CC2=CC=CC=C12)C=1C(OC2=CC=CC=C2C1)=O